(R,Z)-6-(1-(difluoromethyl)cyclopropyl)-1-methyl-4-((1-(2-methyl-3-(trifluoromethyl)phenyl)prop-2-yn-1-yl)imino)-4,6-dihydropyrido[4,3-d]pyrimidin-7(1H)-one FC(C1(CC1)N1C=C/2C(N(C=N\C2=N/[C@H](C#C)C2=C(C(=CC=C2)C(F)(F)F)C)C)=CC1=O)F